CC1(C(=CC(=C2OC=3C=C(C=C(C3C(C2O)=O)O)OC)C=C1)O)O 4',7-O-dimethyl-quercetin